N-(4-methoxybenzylidene)tetrahydro-2H-pyran-3-amine COC1=CC=C(C=NC2COCCC2)C=C1